C(C)OC(=O)CC=1N=C(SC1)NC(=S)NC(C=CC1=CC=C(C=C1)[N+](=O)[O-])=O N-[4-ethoxycarbonylmethylthiazol-2-yl]-N'-[(4-nitrophenyl)acryloyl]thiourea